diethoxytitanium dichloride [Cl-].[Cl-].C(C)O[Ti+2]OCC